6-(((3-(2-(dimethylamino)ethyl)-5-methoxy-1H-indole-1-carbonyl)oxy)methoxy)-6-oxohexanoic acid CN(CCC1=CN(C2=CC=C(C=C12)OC)C(=O)OCOC(CCCCC(=O)O)=O)C